5-(2-thienyl)-5-hydroxy-1,3-diphenyl-2,4-imidazolidinedione S1C(=CC=C1)C1(C(N(C(N1C1=CC=CC=C1)=O)C1=CC=CC=C1)=O)O